2-[(5-methylpyrazin-2-yl)methyl]-1-[(3R)-1-methylpyrrolidin-3-yl]-1H-imidazo[4,5-c]quinoline-8-carbonitrile CC=1N=CC(=NC1)CC=1N(C2=C(C=NC=3C=CC(=CC23)C#N)N1)[C@H]1CN(CC1)C